NC1=CC(=NC=C1C(=O)N1CCC=2N(N=C3CCN(C[C@H]1C23)C(C=C)=O)C2=C(C=C(C(=C2)F)C2CC2)O)C(F)(F)F |o1:20| (R or S)-1-(5-(4-amino-6-(trifluoromethyl)nicotinoyl)-2-(4-cyclopropyl-5-fluoro-2-hydroxyphenyl)-4,5,5a,6,8,9-hexahydro-2H-1,2,5,7-tetraazabenzo[cd]azulen-7(3H)-yl)prop-2-en-1-one